N-(4-Bromo-2-fluorophenyl)-4-methylpiperazine-1-carboxamide BrC1=CC(=C(C=C1)NC(=O)N1CCN(CC1)C)F